CC=1C=2N(C=C(N1)C)N=C(C2)C=2N=C1N(C(C2)=O)C=C(C=C1C)N1C[C@@H](NCC1)C 2-(4,6-dimethylpyrazolo[1,5-a]pyrazin-2-yl)-9-methyl-7-[(3S)-3-methylpiperazin-1-yl]-4H-pyrido[1,2-a]pyrimidin-4-one